(R)-tert-butyl 3-(2-amino-7,8-dihydro-1H-[1,4]dioxino[2',3':3,4]benzo[1,2-d]imidazol-1-yl)azepane-1-carboxylate NC=1N(C2=C(N1)C=CC1=C2OCCO1)[C@H]1CN(CCCC1)C(=O)OC(C)(C)C